S1C2=C(C=C1)C=C(C=C2)N2CCN(CC2)C 1-(benzo[b]thiophen-5-yl)-4-methylpiperazine